2-((3-methoxy-4-((7-phenylbenzo[d]isothiazol-3-yl)amino)benzyl)amino)ethan-1-ol COC=1C=C(CNCCO)C=CC1NC1=NSC2=C1C=CC=C2C2=CC=CC=C2